3-(3,3-dimethyl-1-oxoisoindolin-5-yl)-N-(6-(4-methylpiperazin-1-yl)pyridin-3-yl)-1H-pyrrolo[2,3-b]pyridine-5-carboxamide CC1(NC(C2=CC=C(C=C12)C1=CNC2=NC=C(C=C21)C(=O)NC=2C=NC(=CC2)N2CCN(CC2)C)=O)C